(S)-3-((S)-sec-butyl)-N-(1-methyl-1H-pyrazol-4-yl)-2-oxo-1,2,3,5-tetrahydro-4H-benzo[e][1,4]diazepine-4-carboxamide [C@H](C)(CC)[C@@H]1N(CC2=C(NC1=O)C=CC=C2)C(=O)NC=2C=NN(C2)C